(E)-(2-((4-(2-(5-bromothiophen-2-yl)ethyl)-5-oxo-4,5-dihydro-1H-1,2,4-triazol-1-yl)methyl)-3-fluoroallyl)carbamic acid tert-butyl ester C(C)(C)(C)OC(NC/C(=C\F)/CN1N=CN(C1=O)CCC=1SC(=CC1)Br)=O